OC1(C(CCCC1)O)OB(O)C1=CC=C(C=C1)N 4-aminophenylboronic acid 1,2-dihydroxycyclohexyl ester